O[C@H]1COC=C1CCC (R)-3-hydroxy-4-propyl-dihydrofuran